ClC1=CC=C(C=C1)C1=CC2=C(C(=N1)C)C(N(C2=O)C)=O (4-chlorophenyl)-2,4-dimethyl-1H-pyrrolo[3,4-c]pyridine-1,3(2H)-dione